6-amino-4-(2-methoxyethoxy)nicotinonitrile NC1=NC=C(C#N)C(=C1)OCCOC